C(C)(C)C1=C(C=CC=C1)NC1=CN=C(C=C1C(=O)OC)C methyl 5-((2-isopropylphenyl) amino)-2-methylisonicotinate